10-Methyl-7,8,8a,13,13a,13b-hexahydro-5H-benzo[1,2]indolizino[8,7-b]indol-5-one CC=1C=C2C3C(NC2=CC1)C1C2=C(C(N1CC3)=O)C=CC=C2